CNCCOC=1C=NC=CC1C1=C(C2=NC=CC=C2N1)C1=CC(=CC=C1)C(C)C N-methyl-2-[(4-{3-[3-(propan-2-yl)phenyl]-1H-pyrrolo[3,2-b]pyridin-2-yl}pyridin-3-yl)oxy]ethan-1-amine